ethyl 6-nitro-4-oxo-1,4-dihydroquinoline-3-carboxylate [N+](=O)([O-])C=1C=C2C(C(=CNC2=CC1)C(=O)OCC)=O